NCC1=CC=C(O1)C1=CC=C(S1)C(C)NC1=NC(=NC2=CC(=C(C=C12)OC)OC)C N-[1-{5-[5-(aminomethyl)furan-2-yl]thiophen-2-yl}ethyl]-6,7-dimethoxy-2-methylquinazolin-4-amine